ClC1=CC=C(C=C1)C=1N=C2C(=NC1)N=C(S2)N2CC=C(C=C2C)C2=C(C=CC=C2)OC N-(6-(4-chlorophenyl)thiazolo[4,5-b]pyrazin-2-yl)-4-(2-methoxyphenyl)-6-methylpyridine